C(CCCCCCCCCCCCCCCCC)(=O)OC(C(CCO[C@@H]1[C@H](O)[C@@H](O)[C@@H](O)[C@H](O1)CO)O)CCCCCCCCCCCCCC 1-(α-D-galactopyranosyloxy)-3-hydroxy-octadecan-4-yl stearate